C(C)N(CCCN[Si](C)(C)C)CC [3-(diethylamino)propyl](trimethylsilyl)-amine